[Ru+2].ClC1C(C(C(CC1)(P(C1CCCCC1)C1CCCCC1)Cl)=CC1=CC=CC=C1)=C1N(CCN1C1=C(C=CC=C1)C)C1=C(C=CC=C1)C dichloro[1,3-Bis(2-methylphenyl)-2-imidazolidinylidene](benzylidene)(tricyclohexylphosphine) ruthenium(II)